(2R,5S)-5-(4-Chlorobenzyl)-4-(4-(4-methyl-1H-pyrazol-1-yl)cyclohexyl)-2-((methylsulfonyl)methyl)morpholin ClC1=CC=C(C[C@H]2CO[C@H](CN2C2CCC(CC2)N2N=CC(=C2)C)CS(=O)(=O)C)C=C1